N=1C=CN2C=NC=3C=CC(=CC3C21)C(=O)N imidazo[1,2-c]quinazoline-9-carboxamide